BrC1=CC(=C(C=C1)N=S1(CC2(CC(C2)=O)C1)=O)F 6-((4-bromo-2-fluorophenyl)imino)-2-oxo-6λ6-thiaspiro[3.3]heptane-6-oxide